4-(tert-butyl)-2-((4-(methylsulfonyl)phenyl)sulphonamido)-N-(3-phenylbicyclo[1.1.1]pentan-1-yl)benzamide C(C)(C)(C)C1=CC(=C(C(=O)NC23CC(C2)(C3)C3=CC=CC=C3)C=C1)NS(=O)(=O)C1=CC=C(C=C1)S(=O)(=O)C